4-[2-(4-chloro-3-fluorophenoxy)acetamido]-2-fluorobicyclo[2.2.2]octane ClC1=C(C=C(OCC(=O)NC23CC(C(CC2)CC3)F)C=C1)F